2,5-dihydroxy-6-bromobenzoquinone OC=1C(C(=C(C(C1)=O)O)Br)=O